C(C)(C)(C)OC1=C(C=C2C(=N1)NN=C2I)F 6-(tert-butoxy)-5-fluoro-3-iodo-1H-pyrazolo[3,4-b]pyridine